C1(CCCC1)C(=O)N1CCC(CC1)OC1=C(C=C(C=C1)NC=1C2=C(N=CN1)C=NC(=C2)F)C N-{4-[(1-cyclopentanecarbonylpiperidin-4-yl)oxy]-3-methylphenyl}-6-fluoropyrido[3,4-d]pyrimidin-4-amine